tert-butyl (4-(((6-((bis(pyridin-2-ylmethyl)amino)methyl) pyridin-3-yl)methyl)amino)phenethyl)carbamate N1=C(C=CC=C1)CN(CC1=NC=CC=C1)CC1=CC=C(C=N1)CNC1=CC=C(CCNC(OC(C)(C)C)=O)C=C1